NC1=C(C(C(=O)OC)=CC=C1)C(=O)OC dimethyl aminophthalate